N1(CCCC2=CC=CC=C12)C1=NOC(=N1)C1=NN(C=2CC(CCC12)(C)C)CC 3-(3,4-dihydroquinolin-1(2H)-yl)-5-(1-ethyl-6,6-dimethyl-4,5,6,7-tetrahydro-1H-indazol-3-yl)-1,2,4-oxadiazole